C(C)O/C=C/C=1C=C(C=CC1C)C1=NOC=C1 {3-[(1E)-2-ethoxyethenyl]-4-methylphenyl}-1,2-oxazole